C(C=C)(=O)N.[NH4+] ammonium acrylamide